2-chloro-5-(3-chloro-2-pyridinyl)-4-fluoro-benzaldehyde ClC1=C(C=O)C=C(C(=C1)F)C1=NC=CC=C1Cl